9-bromo-1-(tert-butyl)-8-methoxy-5,6-dihydroimidazo[5,1-a]isoquinoline BrC1=C(C=C2CCN3C(C2=C1)=C(N=C3)C(C)(C)C)OC